CC(CC(C)C)OCCCCCCCCCCCCCCCC 1,3-dimethylbutylhexadecyl ether